FC1=C(C(=CC(=C1)[N+](=O)[O-])F)C(C(=O)OCC)C(=O)OCC Diethyl 2-(2,6-difluoro-4-nitrophenyl)malonate